(1S,3R)-3-(3-{[(6-meth-oxypyridin-3-yl)acetyl]-amino}-1H-pyrazol-5-yl)-cyclopentyl (2S,3R)-3-hydroxy-2-methylazetidine-1-carboxylate O[C@H]1[C@@H](N(C1)C(=O)O[C@@H]1C[C@@H](CC1)C1=CC(=NN1)NC(CC=1C=NC(=CC1)OC)=O)C